FC1=CC=C(C=C1)C1=C(C(=NC2=CC3=C(C=C12)C=NN3)C3=CC=C(C(=O)O)C=C3)C(=O)OC 4-[5-(4-fluorophenyl)-6-methoxycarbonyl-1H-pyrazolo[4,3-g]Quinolin-7-yl]Benzoic acid